COCC1=NN(C(=C1)C(=O)OC)C Methyl 3-(methoxymethyl)-1-methyl-1H-pyrazole-5-carboxylate